(trifluoromethoxy)pyridin-2-amine hydrogen chloride Cl.FC(OC=1C(=NC=CC1)N)(F)F